N1=CC(=CC2=CC=CC=C12)C=1C=C2C=3N(C4=NC=CN4C3C=NC2=CC1)C1=CC=C(C=C1)C(C#N)C 4-[4-(quinolin-3-yl)-8,11,14,16-tetraazatetracyclo[8.6.0.02,7.011,15]Hexadec-1(10),2,4,6,8,12,14-heptaen-16-yl]Phenyl-propionitrile